ClC1=C(C=C2C=C(N=CC2=C1)NC(=O)C1C(C1)C1=NN(C=C1)C)C1CCN(CC1)[C@]1(COC[C@H]1O)C N-(7-chloro-6-(1-((3S,4S)-4-hydroxy-3-methyltetrahydrofuran-3-yl)piperidin-4-yl)isoquinolin-3-yl)-2-(1-methyl-1H-pyrazol-3-yl)cyclopropane-1-carboxamide